methyl (E)-2-benzylidene-4,4-difluoro-4-phenylbutyrate C(/C1=CC=CC=C1)=C(\C(=O)OC)/CC(C1=CC=CC=C1)(F)F